[I-].C(#N)CCP(C)C (cyanomethyl)trimethylphosphine iodide